FC1=CC=C(C=C1)C1=C(C=C2CCCNC2=N1)[Se]C1=CC=C(C=C1)OC 7-(4-fluorophenyl)-6-(4-methoxyphenylseleno)-1,2,3,4-tetrahydro-1,8-naphthyridine